C(C)C=1N=C(C2=C(N1)SC(=C2)C)NCCCC2=CC=C(C=C2)C=2C=NC=CC2 2-ethyl-6-methyl-N-(3-(4-(pyridin-3-yl)phenyl)propyl)thieno[2,3-d]pyrimidin-4-amine